3-(2-chlorophenylmethyl)-1-(methyl-1-phenylethyl)urea ClC1=C(C=CC=C1)CNC(NC(CC)C1=CC=CC=C1)=O